O1CCOC2=NC=C(C=C21)C=2C(=CC(=C(C2)NC(=O)C2=CNC(C=C2C(F)(F)F)=O)N2C[C@H](N(CC2)C)C)F |r| N-[5-(2,3-dihydro-[1,4]dioxino[2,3-b]pyridin-7-yl)-4-fluoro-2-[rac-(3R)-3,4-dimethylpiperazin-1-yl]phenyl]-6-oxo-4-(trifluoromethyl)-1H-pyridine-3-carboxamide